trans-1-(3-chlorophenyl-ethyl)-3-((4-(methylsulfonyl)phenoxy)methyl)piperidin-4-ol ClC=1C=C(C=CC1)CCN1C[C@H]([C@@H](CC1)O)COC1=CC=C(C=C1)S(=O)(=O)C